COCC1(O[C@]2([C@@H](O1)C[C@]13[C@@H](CC[C@H]1C([C@H]2C3)(C)C)C)C)C (3aS,4aR,5R,7aS,9R,9aR)-2-(methoxymethyl)-2,5,8,8,9a-pentamethyloctahydro-4H-4a,9-methanoazuleno[5,6-d][1,3]dioxole